N1(CCC1)CCOC=1C=CC(=NC1)C=1C=NC(=CC1NC1CCC(CC1)(O)C)NC1=NC(=NC=C1)C=1C(=NN(C1)CC(F)(F)F)C (1s,4s)-4-((5-(2-(Azetidin-1-yl)ethoxy)-6'-((2-(3-methyl-1-(2,2,2-trifluoroethyl)-1H-pyrazol-4-yl)pyrimidin-4-yl)amino)-[2,3'-bipyridin]-4'-yl)amino)-1-methylcyclohexan-1-ol